3-(methoxymethyl)-1-methyl-N-(5-((1S,3R)-3-((2-methylpyridin-3-yl)oxy)cyclopentyl)-1H-pyrazol-3-yl)-1H-pyrazole-5-carboxamide COCC1=NN(C(=C1)C(=O)NC1=NNC(=C1)[C@@H]1C[C@@H](CC1)OC=1C(=NC=CC1)C)C